COCOCCCC(CC(CC(CC(CC(C)O)C)C)C)C 12-hydroxy-4,6,8,10-tetramethyltridecyl methoxymethyl ether